(R)-7-Chloro-1-((1-(3-nitro-5-(trifluoromethyl)phenyl)ethyl)amino)pyrido[3,4-d]pyridazine ClC1=CC=2C(=CN=NC2N[C@H](C)C2=CC(=CC(=C2)C(F)(F)F)[N+](=O)[O-])C=N1